methyl 3-(3,5-difluoroanilino)-2-hydroxy-2-methyl-propanoate FC=1C=C(NCC(C(=O)OC)(C)O)C=C(C1)F